S-((2-methoxy-1,3-dioxolan-4-yl)methyl) ethanethioate C(C)(SCC1OC(OC1)OC)=O